2'-[6-amino-5-(trifluoromethyl)pyridin-3-yl]-N-(1-phenylcyclobutyl)-5',6'-dihydrospiro[azetidine-3,4'-pyrrolo[1,2-b]pyrazole]-1-carboxamide NC1=C(C=C(C=N1)C=1C=C2N(N1)CCC21CN(C1)C(=O)NC1(CCC1)C1=CC=CC=C1)C(F)(F)F